lithium 2-(1-(4-cyanophenyl)azetidin-3-yl)acetate C(#N)C1=CC=C(C=C1)N1CC(C1)CC(=O)[O-].[Li+]